1-(pyridazin-3-yl)-1H-indole-5-carboxylic acid N1=NC(=CC=C1)N1C=CC2=CC(=CC=C12)C(=O)O